ethyl 5-((tert-butoxycarbonyl)-(methyl)amino)-3-(3,6-dimethylpyrazin-2-yl)pentanoate C(C)(C)(C)OC(=O)N(CCC(CC(=O)OCC)C1=NC(=CN=C1C)C)C